5-phenylamino-1-[3-(triethoxysilyl)propyl]-1H-tetrazole C1(=CC=CC=C1)NC1=NN=NN1CCC[Si](OCC)(OCC)OCC